N1=CC(=CC=C1)/C=C/C=1C=CC=C2C=CN=C(C12)N[C@H]1CN(CCC1)C(=O)OC(C)(C)C tert-butyl (R,E)-3-((8-(2-(pyridin-3-yl)vinyl)isoquinolin-1-yl)amino)piperidine-1-carboxylate